FC(C1=NC2=CC=CC=C2C(=C1)N[C@@H]1C[C@@H](CCC1)NC(C1=CC=C(C=C1)OC)=O)F N-[(1R,3S)-3-{[2-(difluoromethyl)quinolin-4-yl]amino}cyclohexyl]-4-methoxybenzamide